The molecule is a member of the class of benzimidazoles that is 1H-benzimidazole which is substituted by a (2R,4S)-4-{[(4-cyanophenyl)carbamoyl]amino}-1-methylpiperidin-2-yl group at position 2. It is a hedgehog signalling pathway inhibitor that acts by binding to Smoothened (SMO) receptors and blocking signal transduction (IC50 = 5 nM). It is used in combination with low-dose cytarabine, for the treatment of newly-diagnosed acute myeloid leukemia (AML) in adult patients (aged >= 75 years), or who have medical conditions that prevent the use of standard chemotherapy. It has a role as a SMO receptor antagonist, a Hedgehog signaling pathway inhibitor and an antineoplastic agent. It is a member of benzimidazoles, a member of piperidines, a member of phenylureas and a nitrile. CN1CC[C@H](C[C@@H]1C2=NC3=CC=CC=C3N2)NC(=O)NC4=CC=C(C=C4)C#N